NC=1C(=C(C=CC1)N(S(=O)(=O)CCCF)COCC[Si](C)(C)C)Cl N-(3-amino-2-chlorophenyl)-3-fluoro-N-((2-(trimethylsilyl)ethoxy)methyl)-propane-1-sulfonamide